2-(4-(4-chlorobenzoyl)phenoxy)-2-methyl-propanoic acid 1-methylethyl ester CC(C)OC(C(C)(C)OC1=CC=C(C=C1)C(C1=CC=C(C=C1)Cl)=O)=O